N-(3-(4-morpholino-6-(pyridin-3-yl)thieno[3,2-d]pyrimidin-2-yl)phenyl)oxazole-4-carboxamide O1CCN(CC1)C=1C2=C(N=C(N1)C=1C=C(C=CC1)NC(=O)C=1N=COC1)C=C(S2)C=2C=NC=CC2